FC1=CC=C(C(=N1)C)OC=1N=NC(=C(C1C(=O)NC1=CC(=CC=C1)[S@@](=O)N(C(CO)=O)C)C)C(F)(F)F (R)-3-((6-fluoro-2-methylpyridin-3-yl)oxy)-N-(3-(N-(2-hydroxyacetyl)-S-methylamino-sulfinyl)phenyl)-5-methyl-6-(trifluoromethyl)pyridazine-4-carboxamide